C(CCCCCCC)N=C(O)C=1C=CC=2C3=CC=C(C=4C(=CC=C(C5=CC=C(C1C52)C(O)=NCCCCCCCC)C43)C(=O)O)C(=O)O N,N'-di-n-octyl-3,4,9,10-perylenetetracarboxylic acid diimide